C[Si](CCOCN1N=CC=2C(CCCC12)COC1=NN=C(S1)N)(C)C ((1-((2-(trimethylsilyl)ethoxy)methyl)-4,5,6,7-tetrahydroindazol-4-yl)methoxy)-1,3,4-thiadiazol-2-amine